(3R)-3-(4-Chlorophenyl)-2-[(5-chloropyridin-2-yl)methyl]-6-{2-hydroxy-1-[(oxan-4-yl)amino]propan-2-yl}-3-methoxy-2,3-dihydro-1H-isoindol-1-on ClC1=CC=C(C=C1)[C@@]1(N(C(C2=CC(=CC=C12)C(CNC1CCOCC1)(C)O)=O)CC1=NC=C(C=C1)Cl)OC